2-(1-(2-Hydroxy-3,5-di-tert-pentyl-phenyl)ethyl)-4,6-di-tert-pentylphenyl acrylate C(C=C)(=O)OC1=C(C=C(C=C1C(C)(C)CC)C(C)(C)CC)C(C)C1=C(C(=CC(=C1)C(C)(C)CC)C(C)(C)CC)O